6-chloro-N-[(1S)-1-[2-(6-chloropyridazin-3-yl)-1,2,4-triazol-3-yl]ethyl]-8-iodo-N-methyl-quinazolin-4-amine ClC=1C=C2C(=NC=NC2=C(C1)I)N(C)[C@@H](C)C=1N(N=CN1)C=1N=NC(=CC1)Cl